di(β-hydroxyethoxy)phenylsulfonium OCCO[S+](C1=CC=CC=C1)OCCO